COC(C[C@@H](C(CF)=O)N)=O (S)-3-amino-5-fluoro-4-oxopentanoic acid methyl ester